C[C@H]1CCC=C2[C@@]1(C[C@@H](CC2)C(=C)C)C Eremophila-1(10),11-diene